(3-methoxypropyl)-6-(1H-pyrazol-1-yl)-1,3,5-triazin-2-amine COCCCC1=NC(=NC(=N1)N1N=CC=C1)N